CN1C(N(C2=C1C=C(C=C2)N2C(CNCC2)=O)C2C(NC(CC2)=O)=O)=O 3-[3-methyl-2-oxo-5-(2-oxopiperazin-1-yl)benzimidazol-1-yl]piperidine-2,6-dione